C1(=CC=CC=C1)C1C(C2=CC=CC=C2)O1 1,2-diphenylethylene oxide